4-(4-bromo-phenoxy)-2-methyl-butan-2-ol BrC1=CC=C(OCCC(C)(O)C)C=C1